1-(3-((1-((4-Cyanophenyl)sulfonamido)-2-methyl-1-oxopropan-2-yl)oxy)phenyl)-N-cyclopropyl-N-(4-(thiophen-2-yl)benzyl)piperidine-3-carboxamide C(#N)C1=CC=C(C=C1)S(=O)(=O)NC(C(C)(C)OC=1C=C(C=CC1)N1CC(CCC1)C(=O)N(CC1=CC=C(C=C1)C=1SC=CC1)C1CC1)=O